(R)-1-(2-chloro-5-(9-((3,3-difluoropiperidin-4-yl)methyl)-3,9-diazaspiro[5.5]undecane-3-carbonyl)-3-methylphenyl)dihydropyrimidine-2,4(1H,3H)-dione trifluoroacetate FC(C(=O)O)(F)F.ClC1=C(C=C(C=C1C)C(=O)N1CCC2(CC1)CCN(CC2)C[C@@H]2C(CNCC2)(F)F)N2C(NC(CC2)=O)=O